C(#C)[C@H]1CN(CCN1C)C(=O)OC(C)(C)C tert-butyl (3S)-3-ethynyl-4-methyl-piperazine-1-carboxylate